FC(C(=O)O)(F)F.CC1(C(C(=CC2(CN(CCO2)C=2C=NC=C(C2)C)C1)C#N)=O)C 10,10-dimethyl-4-(5-methylpyridin-3-yl)-9-oxo-1-oxa-4-azaspiro[5.5]undec-7-ene-8-carbonitrile 2,2,2-trifluoroacetate